C(CC1=C(C(=CC(=C1)C(C)(C)C)C(C)(C)C)O)C1=C(C(=CC(=C1)C(C)(C)C)C(C)(C)C)O ethylene-bis(4,6-di-tert-butylphenol)